3-(3-(4-(((1-methyl-1H-pyrazol-3-yl)oxy)methyl)phenoxy)azetidin-1-yl)-2-(1H-pyrrol-1-yl)benzoic acid CN1N=C(C=C1)OCC1=CC=C(OC2CN(C2)C=2C(=C(C(=O)O)C=CC2)N2C=CC=C2)C=C1